2-((1-((1s,4S)-4-((tert-Butyldimethylsilyl)oxy)cyclohexyl)-2-methylpropan-2-yl)amino)-1-(3-fluorophenyl)ethan-1-ol [Si](C)(C)(C(C)(C)C)OC1CCC(CC1)CC(C)(C)NCC(O)C1=CC(=CC=C1)F